(S)-5-(3-((1-((3-aminobenzyl)sulfonyl)-2,2-dimethylpiperidin-4-yl)oxy)phenyl)-3-(carboxymethoxy)-4-chlorothiophene-2-carboxylic acid NC=1C=C(CS(=O)(=O)N2C(C[C@H](CC2)OC=2C=C(C=CC2)C2=C(C(=C(S2)C(=O)O)OCC(=O)O)Cl)(C)C)C=CC1